N1-(4-amino-1,3-dihydrofuro[3,4-c]pyridin-7-yl)-N2-(benzo[d]thiazol-5-ylmethyl)-N2-((2-methylcyclohexyl)methyl)oxalamide NC1=NC=C(C2=C1COC2)NC(C(=O)N(CC2C(CCCC2)C)CC=2C=CC1=C(N=CS1)C2)=O